tert-butyl 4-(2-aminothiazol-5-yl)-3,6-dihydro-2H-pyridine-1-carboxylate NC=1SC(=CN1)C=1CCN(CC1)C(=O)OC(C)(C)C